N[C@H](C(=O)N[C@@H](C)C(NC1=C(C=C(C=C1)CO)C(F)(F)F)=O)C(C)C (2S)-2-amino-N-[(1S)-1-{[4-(hydroxymethyl)-2-(trifluoromethyl)phenyl]carbamoyl}ethyl]-3-methylbutanamide